The molecule is a thienothiazine-derived monocarboxylic acid amide obtained by formal condensation of the carboxy group of 4-hydroxy-2-methylthieno[2,3-e][1,2]thiazine-3-carboxylic acid 1,1-dioxide with the amino group of 2-aminopyridine. Used for the treatment of pain and inflammation in osteoarthritis and rheumatoid arthritis. It is also indicated for short term treatment of acute musculoskeletal disorders including strains, sprains and other soft-tissue injuries. It has a role as a non-steroidal anti-inflammatory drug, a non-narcotic analgesic, an antipyretic and an EC 1.14.99.1 (prostaglandin-endoperoxide synthase) inhibitor. It is a heteroaryl hydroxy compound, a monocarboxylic acid amide, a member of pyridines and a thienothiazine. CN1C(=C(C2=C(S1(=O)=O)C=CS2)O)C(=O)NC3=CC=CC=N3